4-((2r,4s,6s)-2-cyano-7-methoxy-7-methyl-indol-4-yl)benzoic acid C(#N)C=1N=C2C(C=CC(=C2C1)C1=CC=C(C(=O)O)C=C1)(C)OC